ClC=1N=C(C(=NC1)N)C#CC1=CC=C(C=C1)F 5-chloro-3-((4-fluorophenyl)ethynyl)pyrazin-2-amine